N-[(1S,2S)-2-aminocyclohexyl]-4-[7-(1-cyano-1-methyl-ethyl)imidazo[1,2-a]pyridin-3-yl]-2-(difluoromethoxy)-6-methoxy-benzamide N[C@@H]1[C@H](CCCC1)NC(C1=C(C=C(C=C1OC)C1=CN=C2N1C=CC(=C2)C(C)(C)C#N)OC(F)F)=O